NC1=C(C=C(C=N1)C=1C=CC2=C(C=3CN(C(C3C=C2)=O)CC(C(=O)N)=C)C1)Cl 2-{[8-(6-amino-5-chloropyridin-3-yl)-3-oxo-1H,2H,3H-benzo[e]isoindol-2-yl]methyl}prop-2-enamide